ClC1=C(C=C(C=C1OC)OC)C=1C=CC(N(C1C1=C(C=C(C=C1F)F)F)C)=O 5-(2-chloro-3,5-dimethoxyphenyl)-1-methyl-6-(2,4,6-trifluorophenyl)pyridine-2(1H)-one